C(=O)(O)C1=CC=C(C=C1)NC(C(=C)C)=O N-(4-carboxyphenyl)methacrylamide